N-((3S)-7-(3,6-diazabicyclo[3.1.1]heptan-3-yl)-5-fluorochroman-3-yl)-3-amino-6-methylthieno[2,3-b]pyridine-2-carboxamide C12CN(CC(N1)C2)C2=CC(=C1C[C@@H](COC1=C2)NC(=O)C2=C(C=1C(=NC(=CC1)C)S2)N)F